N-(3-chloro-5-(4,4,5,5-tetramethyl-1,3,2-dioxaborolan-2-yl)-4-(trifluoromethyl)phenyl)-1,1-diphenylmethanimine ClC=1C=C(C=C(C1C(F)(F)F)B1OC(C(O1)(C)C)(C)C)N=C(C1=CC=CC=C1)C1=CC=CC=C1